ClC1=C(N=C(C(=N1)C(=O)OC)NC=1C=CC2=C(CS(N2C)(=O)=O)C1)C1CC1 Methyl 6-chloro-5-cyclopropyl-3-[(1-methyl-2,2-dioxo-3H-2,1-benzothiazol-5-yl)amino]pyrazine-2-carboxylate